C1CNCCC12CCC(CC2)C(=O)OCC 3-azaspiro[5.5]undecane-9-carboxylic acid, ethyl ester